6-(5,6-dimethoxy-1H-benzo[d]imidazol-2-yl)-2-ethyl-7-((1-(pyrimidin-2-yl)propyl)amino)-2H-pyrazolo[4,3-b]pyridin-5(4H)-one COC1=CC2=C(NC(=N2)C2=C(C=3C(NC2=O)=CN(N3)CC)NC(CC)C3=NC=CC=N3)C=C1OC